ClC=1C(=NC=CC1)OCCCOC1=NC=2N(C(N(C(C2N1C)=O)C)=O)C 8-(3-((3-chloropyridin-2-yl)oxy)propoxy)-1,3,7-trimethyl-3,7-dihydro-1H-purine-2,6-dione